N[C@@H](C(=O)N[C@@H](C(=O)N[C@@H](C(=O)N[C@@H](C(=O)N1CCC(CC1)C(=O)O)CCCCNC(CO)CO)CC(C)C)CC1=CC=CC=C1)CC1=CC=CC=C1 1-((R)-2-((R)-2-((R)-2-((R)-2-amino-3-phenylpropanamido)-3-phenylpropanamido)-4-methylpentanamido)-6-((1,3-dihydroxypropan-2-yl)amino)hexanoyl)piperidin-4-carboxylic acid